FC1=CN=CC=2N=C(N=C(C21)N2CCC1(CCNC1)CC2)C=2C(=NNC2)C 5-fluoro-2-(3-methyl-1H-pyrazol-4-yl)-4-(2,8-diazaspiro[4.5]decan-8-yl)pyrido[3,4-d]pyrimidine